2-((tert-butoxycarbonyl)amino)-2-(3,3-difluorocyclopentyl)acetic acid C(C)(C)(C)OC(=O)NC(C(=O)O)C1CC(CC1)(F)F